N-(t-butoxycarbonyl)-1,4-butylenediamine C(C)(C)(C)OC(=O)NCCCCN